N-(β-aminoethyl)-β-aminopropyltripropoxysilane NCCNC(C[Si](OCCC)(OCCC)OCCC)C